(2,5,6-Trimethyl-cyclohex-2-en-1-yl)propan-2-one CC=1C(C(C(CC1)C)C)CC(C)=O